Cl.FC(C1=CC=C(C=C1)C1=C2CCNCC2=CC(=C1)C=1N=COC1)(F)F 4-(5-(4-(trifluoromethyl)phenyl)-1,2,3,4-tetrahydroisoquinolin-7-yl)oxazole hydrochloride